Cl.C(C)(C)(C)C1=CC=C(C=C1)C=1C=2N(C3=CC=C(C=C3N1)N)C=CN2 4-(4-(tert-butyl)phenyl)imidazo[1,2-a]quinoxalin-7-amine hydrochloride